NC1=C2C(=C(N=N1)OC(C)C)N(C(=N2)CCCC)CC2=CC=C(C=O)C=C2 4-((4-amino-2-butyl-7-isopropoxy-1H-imidazo[4,5-d]pyridazin-1-yl)methyl)benzaldehyde